BrC=1C=C(C(=NC1)F)O[C@@H](C)C1=CC2=C(OC(O2)(F)F)C=C1 5-bromo-3-[(1S)-1-(2,2-difluoro-1,3-benzodioxol-5-yl)ethoxy]-2-fluoro-pyridine